(rac)-2-((1-bromo-3-(4-isopropylphenyl)-7-((4-nitrophenyl)sulfonyl)-5,6,7,8-tetrahydroimidazo[1,5-a]pyrazin-8-yl)methyl)isoindoline-1,3-dione BrC=1N=C(N2C1[C@H](N(CC2)S(=O)(=O)C2=CC=C(C=C2)[N+](=O)[O-])CN2C(C1=CC=CC=C1C2=O)=O)C2=CC=C(C=C2)C(C)C |r|